CC1COC2=C(C1C(C(=O)N)=CC1=CC=C3C=NN(C3=C1)C1OCCCC1)C=CC=C2 (3-methyl-3,4-dihydro-2H-1-benzopyran-4-yl)-3-[1-(oxaN-2-yl)indazol-6-yl]prop-2-enamide